OC=1C=C(C=C(C1)O)P(O)=O (3,5-dihydroxyphenyl)phosphinic acid